(2S,3R)-2-aminotetratriacontane-1,3-diol N[C@@H](CO)[C@@H](CCCCCCCCCCCCCCCCCCCCCCCCCCCCCCC)O